4-trifluoroacetyl-3-trifluoromethyl-1-methyl-1H-pyrazole FC(C(=O)C=1C(=NN(C1)C)C(F)(F)F)(F)F